C(C1=CC=CC=C1)(=O)NCC[C@@]12C[C@](C[C@H]1[C@@H]1CC=C3C[C@H](CC[C@]3(C)[C@H]1CC2)O)(O)CC2=CC=CC=C2 benzamidomethyl-16α-benzyl-16β-hydroxy-androst-5-ene-3β-ol